1,2-bisdocosanoyl-sn-glycero-3-phosphocholine C(CCCCCCCCCCCCCCCCCCCCC)(=O)OC[C@@H](OC(CCCCCCCCCCCCCCCCCCCCC)=O)COP(=O)([O-])OCC[N+](C)(C)C